4-(hex-1-en-2-yl)cyclohex-1-ene C=C(CCCC)C1CC=CCC1